7-bromo-3-methyl-quinoline BrC1=CC=C2C=C(C=NC2=C1)C